C[Si](CCOCN1N=CC=2C1=[N+](C=CC2)[O-])(C)C 1-((2-(trimethylsilyl)ethoxy)methyl)-1H-pyrazolo[3,4-b]Pyridine 7-oxide